C(C)(C)(C)OC(=O)N[C@H](CCC(=O)O)CC#N (4R)-4-(tert-butoxycarbonylamino)-5-cyano-pentanoic acid